COC(=O)C1(CC1)C(=O)N1C[C@@H](CC1)F (R)-1-(3-fluoropyrrolidine-1-carbonyl)cyclopropane-1-carboxylic acid methyl ester